1-ethylenimine-ethanol N1(CC1)CCO